CC1=CC=C2C(C(NC2=C1)(C1=CC=CC=C1)CC(C1=CC=CC=C1)=O)=O 6-methyl-2-(2-oxo-2-phenylethyl)-2-phenylindol-3-one